1,3-dimethylpiperidinium acetate C(C)(=O)[O-].C[NH+]1CC(CCC1)C